N-[4-(2-Phenylsulfanylethylamino)-3-(trifluoromethyl)phenyl]sulfonyl-6-piperazin-1-ylpyridazine-3-carboxamide C1(=CC=CC=C1)SCCNC1=C(C=C(C=C1)S(=O)(=O)NC(=O)C=1N=NC(=CC1)N1CCNCC1)C(F)(F)F